BrC=1C(=NN(C1)C=1SC(=C(N1)C1=CC=C(C=C1)C(F)(F)F)C=C)C 4-bromo-3-methyl-1-(4-(4-(trifluoromethyl)phenyl)-5-vinylthiazol-2-yl)-1H-pyrazole